C1(CC1)N1CC(CC1C)NC(=O)[C@H]1N(C[C@@H](C1)O)C([C@H](C(C)(C)C)N1N=NC(=C1)C1CC1)=O (2S,4r)-N-(1-cyclopropyl-5-methyl-pyrrolidin-3-yl)-1-[(2S)-2-(4-cyclopropyltriazol-1-yl)-3,3-dimethyl-butyryl]-4-hydroxy-pyrrolidine-2-carboxamide